pyridin-2-ylamine N1=C(C=CC=C1)N